ClC1=CC=C(C(=N1)C=1N=NN(N1)C([2H])([2H])[2H])NC(C)C=1C=C(C=C2C(N(C=3N(C12)C=NC3I)C)=O)C 9-(1-((6-chloro-2-(2-(methyl-d3)-2H-tetrazol-5-yl)pyridin-3-yl)amino)ethyl)-3-iodo-4,7-dimethylimidazo[1,5-a]quinazolin-5(4H)-one